C=C1C=CC(CC1)C(C)C 3-methylene-6-(1-methyl-ethyl)-cyclohexene